Bis[2-(oxo-diphenylphosphino) phenyl] ether O=P(C1=C(C=CC=C1)OC1=C(C=CC=C1)P(C1=CC=CC=C1)(C1=CC=CC=C1)=O)(C1=CC=CC=C1)C1=CC=CC=C1